N1(N=CC=C1)C1=CC=C(CN(C(OC(C)(C)C)=O)C2=CC(=NC=3N2N=CC3C3CC3)N[C@@H]3CNCC3)C=C1 tert-butyl (S)-(4-(1H-pyrazol-1-yl)benzyl)(3-cyclopropyl-5-(pyrrolidin-3-ylamino)pyrazolo[1,5-a]pyrimidin-7-yl)carbamate